(1-chloro-4-methoxy-6,7-dihydro-5H-cyclopenta[c]pyridin-6-yl)methanol methyl-3-(3-(4,4-difluoroazepan-1-yl)quinoxaline-2-carboxamido)benzoate CC1=C(C(=O)OCC2CC3=C(C(=NC=C3OC)Cl)C2)C=CC=C1NC(=O)C1=NC2=CC=CC=C2N=C1N1CCC(CCC1)(F)F